(R)-2-((tert-butyldimethylsilyl)oxy)-4-((di-tert-butyl(isobutyl)silyl)oxy)-3,3-dimethyl-1-(1-methyl-5-(2-phenylacetyl)-1H-pyrrol-2-yl)butan-1-one [Si](C)(C)(C(C)(C)C)O[C@@H](C(=O)C=1N(C(=CC1)C(CC1=CC=CC=C1)=O)C)C(CO[Si](CC(C)C)(C(C)(C)C)C(C)(C)C)(C)C